N-(5-bromo-3-chloropyrazin-2-yl)methanesulfonamide BrC=1N=C(C(=NC1)NS(=O)(=O)C)Cl